FC1(C[C@H](CCC1)[C@H](NC(=O)C1=NON=C1C(C)C)C=1N=C2N(N=C(C=C2)CC2C(NC[C@@H](C2)C(F)(F)F)=O)C1)F N-((1S)-((S)-3,3-difluorocyclohexyl)(6-(((5R)-2-oxo-5-(trifluoromethyl)piperidin-3-yl)methyl)imidazo[1,2-b]pyridazin-2-yl)methyl)-4-isopropyl-1,2,5-oxadiazole-3-carboxamide